5-(2-bromo-6-fluoro-4-nitro-phenoxy)-1-methyl-benzotriazole BrC1=C(OC2=CC3=C(N(N=N3)C)C=C2)C(=CC(=C1)[N+](=O)[O-])F